3-(5-(difluoromethyl)-1,3,4-thiadiazol-2-yl)-8-(4-(3-methoxy-1-methylazetidine-3-carbonyl)piperazin-1-yl)-N-(1-methylcyclopropyl)imidazo[1,5-a]pyridine-6-sulfonamide FC(C1=NN=C(S1)C1=NC=C2N1C=C(C=C2N2CCN(CC2)C(=O)C2(CN(C2)C)OC)S(=O)(=O)NC2(CC2)C)F